C(#C)[C@@H]1N([C@H]2C[C@H]2C1)C(=O)OCCCC butyl (1S,3R,5S)-3-ethynyl-2-azabicyclo[3.1.0]hexane-2-carboxylate